CC1=CC=C(C=C1)S(=O)(=O)OCCCOCCOC1=CC(=C(C=C1)NC(=O)OC(C)(C)C)OC 3-(2-(4-((tert-butoxycarbonyl)amino)-3-methoxyphenoxy)ethoxy)propyl 4-methylbenzenesulfonate